N[C@H](C)C1=CC=C2C(=N1)NC(=C2)C=2N=C1N(C(=CC(=C1)C(=O)OCC)OC)C2C ethyl (R)-2-(6-(1-aminoethyl)-1H-pyrrolo[2,3-b]pyridin-2-yl)-5-methoxy-3-methylimidazo[1,2-a]pyridine-7-carboxylate